2-[(butylcarbamoyl)oxy]ethyl acrylate 2-[(butylcarbamoyl)oxy]ethyl-acrylate C(CCC)NC(=O)OCCOC(C=C)=O.C(C=C)(=O)OCCOC(NCCCC)=O